N1C(=NC=C1)C(C(=O)N)=C imidazolyl-acrylamide